BrC1=CC(=C(C(=O)OC)C(=C1)N1CCC2(CC2)CC1)F methyl 4-bromo-2-fluoro-6-(6-azaspiro[2.5]octan-6-yl)benzoate